C(C)C(C)(C(C)O)O 2-ethylbutane-2,3-diol